ClC=1C=C2CCC(C2=CC1)NC(C1=CC=C(C=C1)N(S(=O)(=O)C)C)=O N-(5-chloroindan-1-yl)-4-[methyl-(methylsulfonyl)amino]Benzamide